CC(CC)SN(C(=O)NC=1C=C2C(=CNC2=CC1)C1CCN(C=C1)CC)C1=CC=CC=C1 N-(2-butylthio)phenyl-N'-(3-(1-ethyl-1,2,3,4-tetrahydropyridin-4-yl)-1H-indol-5-yl)urea